3-[5-(difluoromethyl)-1,3,4-thiadiazol-2-yl]-1-ethyl-6-fluoro-N-[1-(fluoromethyl)cyclopropyl]-2-oxo-benzimidazole-5-sulfonamide FC(C1=NN=C(S1)N1C(N(C2=C1C=C(C(=C2)F)S(=O)(=O)NC2(CC2)CF)CC)=O)F